C1(=CC=C(C=C1)C=1N=COC1)C 4-(p-tolyl)oxazole